(1S,2S)-2-fluoro-N-(3-(7-methoxyimidazo[1,2-a]pyridin-6-yl)-1-((2-(trimethylsilyl)ethoxy)methyl)-1H-pyrrolo[2,3-b]pyridin-6-yl)cyclopropane-1-carboxamide F[C@@H]1[C@@H](C1)C(=O)NC1=CC=C2C(=N1)N(C=C2C=2C(=CC=1N(C2)C=CN1)OC)COCC[Si](C)(C)C